ethylene glycol di-n-butyl ether CCCCOCCOCCCC